4-(2,3-dichloro-6-hydroxyphenyl)piperidine-2-carboxylic acid ClC1=C(C(=CC=C1Cl)O)C1CC(NCC1)C(=O)O